2-[[5-ethyl-3-methyl-4-(6-nitro-3-pyridyl)pyrazol-1-yl]methoxy]ethyl-trimethyl-silane C(C)C1=C(C(=NN1COCC[Si](C)(C)C)C)C=1C=NC(=CC1)[N+](=O)[O-]